(E)-N-(2,3-dihydro-1H-inden-1-yl)-3-(4-fluoro-1H-indazol-6-yl)acrylamide C1(CCC2=CC=CC=C12)NC(\C=C\C1=CC(=C2C=NNC2=C1)F)=O